4-{[5-(3-{[2-(2,6-dioxopiperidin-3-yl)-1,3-dioxo-2,3-dihydro-1H-isoindol-4-yl]amino}propoxy)pentyl]oxy}-N-[(1r,3r)-3-(3-chloro-4-cyanophenoxy)-2,2,4,4-tetramethylcyclobutyl]benzamide O=C1NC(CCC1N1C(C2=CC=CC(=C2C1=O)NCCCOCCCCCOC1=CC=C(C(=O)NC2C(C(C2(C)C)OC2=CC(=C(C=C2)C#N)Cl)(C)C)C=C1)=O)=O